C(CC)(=O)OCC(OC1=C(C=C(C=C1C(F)(F)F)CN1N=CN(C1=O)C1=CC=C(C=C1)C(F)(F)F)C)C 2-Methyl-2-(2-methyl-4-((5-oxo-4-(4-(trifluoromethyl)phenyl)-4,5-dihydro-1H-1,2,4-triazol-1-yl)methyl)-6-(trifluoromethyl)phenoxy)ethyl propionate